NC1=C(C2=C(C=3N(C(=C2)C)N=CN3)N1C1=C3C=NN(C3=CC=C1C)C1OCCCC1)C#N 8-amino-5-methyl-9-(5-methyl-1-(tetrahydro-2H-pyran-2-yl)-1H-indazol-4-yl)-9H-pyrrolo[2,3-c][1,2,4]triazolo[1,5-a]pyridine-7-carbonitrile